C(C)(C)(C)OC(=O)N1CC2(CC1)CN(CC2)CCCOC=2C(=C(C=CC2)C2=C(C(=CC=C2)C=2SC=1CN(CCC1N2)CCO)C)C 7-(3-((3'-(5-(2-hydroxyethyl)-4,5,6,7-tetrahydrothiazolo[5,4-c]pyridin-2-yl)-2,2'-dimethyl-[1,1'-biphenyl]-3-yl)oxy)propyl)-2,7-diazaspiro[4.4]nonane-2-carboxylic acid tert-butyl ester